FC1=C(N=CC2=C1N=C(N=C2N)OC[C@]21CCCN1C[C@@H](C2)F)C2=C(C=CC=C2)C(C)C 8-fluoro-2-(((2R,7aS)-2-fluorotetrahydro-1H-pyrrolizin-7a(5H)-yl)methoxy)-7-(2-isopropylphenyl)pyrido[4,3-d]pyrimidin-4-amine